C(C)(C)(C)C=1C=C(N(N1)C1=CC=C(C=C1)C)NC(=O)NC1=CC=C(C2=CC=CC=C12)OCCN1CCOCC1 1-[5-tert-butyl-2-p-tolyl-2H-pyrazol-3-yl]-3-[4-(2-morpholin-4-yl-ethoxy)naphthalen-1-yl]-urea